6-(5-(hydroxymethyl)pyridin-3-yl)-4-((1-phenylethyl)amino)quinoline-3-carbonitrile OCC=1C=C(C=NC1)C=1C=C2C(=C(C=NC2=CC1)C#N)NC(C)C1=CC=CC=C1